FC=1C=C(C=CC1)C(C(=O)NC=1SC=CN1)N1COC2=C(C1=O)C=C(C=C2)C2=CC=C(C=C2)C2CCN(CC2)C 2-(3-fluorophenyl)-2-(6-(4-(1-methylpiperidin-4-yl)phenyl)-4-oxo-2H-benzo[e][1,3]oxazin-3(4H)-yl)-N-(thiazol-2-yl)acetamide